BrC1=CC(=C(OCC2CCN(CC2)C(=O)OC(C)(C)C)C(=C1)OC)OC tert-butyl 4-((4-bromo-2,6-dimethoxyphenoxy)methyl)piperidine-1-carboxylate